3-(4-((1H-imidazol-1-yl)methyl)phenyl)-N-(3-(2-acetyl-5-methoxyphenoxy)propyl)acrylamide 3-fluorobenzyl-(1-hydroxy-7-methyl-1,3-dihydrobenzo[c][1,2]oxaborole-6-carbonyl)-L-valinate FC=1C=C(CN([C@@H](C(C)C)C(=O)O)C(=O)C=2C=CC3=C(B(OC3)O)C2C)C=CC1.N1(C=NC=C1)CC1=CC=C(C=C1)C=CC(=O)NCCCOC1=C(C=CC(=C1)OC)C(C)=O